(E)-4-ethynylstyrylanthracene C(#C)C1=CC=C(/C=C/C2=CC=CC3=CC4=CC=CC=C4C=C23)C=C1